2-[(1S,5R)-2,5,6,6-tetramethylcyclohex-2-en-1-yl]acetaldehyde CC=1[C@@H](C([C@@H](CC1)C)(C)C)CC=O